(1-methylcyclobutyl)methyl N-{[2-(2,6-dioxopiperidin-3-yl)-3-oxo-2,3-dihydro-1H-isoindol-5-yl]methyl}carbamate O=C1NC(CCC1N1CC2=CC=C(C=C2C1=O)CNC(OCC1(CCC1)C)=O)=O